3-(3,5-dichloro-4-methoxybenzamido)-1-methyl-N-{[2-(trifluoromethyl)phenyl]methyl}-1H-pyrazole-4-carboxamide ClC=1C=C(C(=O)NC2=NN(C=C2C(=O)NCC2=C(C=CC=C2)C(F)(F)F)C)C=C(C1OC)Cl